Methyl 4-chloro-1-methyl-imidazo[1,5-a]quinoxaline-8-carboxylate ClC=1C=2N(C3=CC(=CC=C3N1)C(=O)OC)C(=NC2)C